NC1OC=2C(C(C1C#N)C1=CC(=CC=C1)Br)C(CC(C2)(C)C)=O 2-amino-4-(3-bromophenyl)-3-cyano-7,7-dimethyl-5-oxo-tetrahydrobenzopyran